C(C)N1C=C(C(C2=CC(=C(N=C12)N1CCN(CC1)C)F)=O)C(C=CC1=CC=C(C=C1)F)=O 1-ethyl-6-fluoro-7-(4-methylpiperazin-1-yl)-3-(4-fluorocinnamoyl)-[1,8]naphthyridin-4(1H)-one